O=C/C=C/C(=O)OCC trans-ethyl 4-oxo-2-butenoate